3-{[(5Z)-3-[18F]fluorotetradec-5-en-1-yl]sulfanyl}propanoic acid [18F]C(CCSCCC(=O)O)C\C=C/CCCCCCCC